N-[3-chloro-4-[4-[(2S,4R)-4-hydroxy-1,1-dimethyl-pyrrolidin-1-ium-2-carbonyl]piperazine-1-carbonyl]phenyl]-5-(3-cyano-2-fluoro-4-methoxy-phenyl)-1-methyl-imidazole-2-carboxamide ClC=1C=C(C=CC1C(=O)N1CCN(CC1)C(=O)[C@H]1[N+](C[C@@H](C1)O)(C)C)NC(=O)C=1N(C(=CN1)C1=C(C(=C(C=C1)OC)C#N)F)C